ClC=1C(=CC(=C(C1)NC(=S)N1C2CC=3C(=CNC(C3)=O)C1CC2)F)C(F)(F)F (±)-N-(5-chloro-2-fluoro-4-(trifluoromethyl)phenyl)-3-oxo-3,5,6,7,8,9-hexahydro-2H-6,9-epiminocyclohepta[c]pyridine-10-carbothioamide